N-(2-(4,4-Difluoropiperidin-1-yl)-6-methylpyrimidin-4-yl)-2-((2-hydroxyethyl)sulfonamido)-4-(6-azaspiro[2.5]octan-6-yl)pyrimidine-5-carboxamide FC1(CCN(CC1)C1=NC(=CC(=N1)NC(=O)C=1C(=NC(=NC1)NS(=O)(=O)CCO)N1CCC2(CC2)CC1)C)F